N1(CCCCCC1)C1=NC(=C(C=C1C(=O)NC1=CC(=CC=C1)C(N)=O)C#N)C 2-(azepan-1-yl)-N-(3-carbamoylphenyl)-5-cyano-6-methyl-pyridine-3-carboxamide